bis(4-cyanatophenyl)dichloromethylidenemethane O(C#N)C1=CC=C(C=C1)C(=C(Cl)Cl)C1=CC=C(C=C1)OC#N